tert-butyl (2-(2-((3-(2-bromopyrimidin-4-yl)prop-2-yn-1-yl)oxy)ethoxy)ethyl)carbamate BrC1=NC=CC(=N1)C#CCOCCOCCNC(OC(C)(C)C)=O